[N+](=O)([O-])N[C@@H](CS)C(=O)O nitrocysteine